OC(C)(C)C1=CN=C(S1)S(=O)(N)=NC 5-(2-hydroxypropan-2-yl)-N'-methylthiazole-2-sulfonimidamide